ClC=1SC=CC1C1=NN=C(S1)N 5-(2-chlorothiophen-3-yl)-1,3,4-thiadiazol-2-amine